CS(=O)(=O)O.FC(C(C)(C)C1=NNC(=N1)CN)(F)F (3-(1,1,1-trifluoro-2-methylpropan-2-yl)-1H-1,2,4-triazol-5-yl)methanamine methyl-sulfonic acid salt